N-(5-chloro-2-methoxyphenyl)-3-(indoline-1-carbonyl)benzenesulfonamide ClC=1C=CC(=C(C1)NS(=O)(=O)C1=CC(=CC=C1)C(=O)N1CCC2=CC=CC=C12)OC